2,5-DIMETHOXY-4-IODOAMPHETAMINE COC1=C(CC(N)C)C=C(C(=C1)I)OC